BrC1=C(C#N)C=CC=C1 2-bromo-benzonitrile